N-(1-naphthylmethyl)carboxamide C1(=CC=CC2=CC=CC=C12)CNC=O